ClC1=C(C(=O)N[C@@H]2[C@@H](CN(CC2)C2=NC=C(C=C2)C=2C=3N(C=C(C2)OCC)N=C2C3C=NN2)O)C=C(C=C1)F 2-chloro-N-((3R,4S)-1-(5-(6-ethoxy-1H-pyrazolo[3',4':3,4]pyrazolo[1,5-a]pyridin-4-yl)pyridin-2-yl)-3-hydroxypiperidin-4-yl)-5-fluorobenzamide